2,3,4,6-tetra(9H-carbazol-9-yl)-5-fluorobenzonitrile C1=CC=CC=2C3=CC=CC=C3N(C12)C1=C(C#N)C(=C(C(=C1N1C2=CC=CC=C2C=2C=CC=CC12)N1C2=CC=CC=C2C=2C=CC=CC12)F)N1C2=CC=CC=C2C=2C=CC=CC12